7-cyclopentyl-N,N-dimethyl-2-((5-(piperazin-1-yl)pyridin-2-yl)amino)-7H-pyrrolo[2,3-d]-pyrimidine-6-carboxamide C1(CCCC1)N1C(=CC2=C1N=C(N=C2)NC2=NC=C(C=C2)N2CCNCC2)C(=O)N(C)C